N-(1-(4-methylpyridin-2-yl)propyl)-3-(pyrrolidin-1-yl)acrylamide CC1=CC(=NC=C1)C(CC)NC(C=CN1CCCC1)=O